((6-((diphenoxyphosphoryl) peroxy)-5'-methyl-4-pentyl-2'-(prop-1-en-2-yl)-[1,1'-biphenyl]-2-yl)oxy)methyl diphenyl phosphate P(=O)(OCOC1=C(C(=CC(=C1)CCCCC)OOP(=O)(OC1=CC=CC=C1)OC1=CC=CC=C1)C1=C(C=CC(=C1)C)C(=C)C)(OC1=CC=CC=C1)OC1=CC=CC=C1